ClC=1C=C(C=C(C1)Cl)C(=NNC([C@H](C)N1C(OC2=C(C1=O)N=CC=C2OC)=O)=O)C2=CC(=CC(=C2)Cl)Cl (S)-N'-(bis(3,5-dichlorophenyl)methylene)-2-(8-methoxy-2,4-dioxo-2H-pyrido[2,3-e][1,3]oxazin-3(4H)-yl)propanehydrazide